CC1=CC=C(C=C1)C(\C=C\C=C\C1=CC=CC=C1)=O (2e,4e)-1-(4-methylphenyl)-5-phenylpentan-2,4-dien-1-one